2-Amino-7-fluoro-4-(5-fluoro-3-(7-methyl-2,7-diazaspiro[4.4]nonan-2-yl)-7,9-dihydrofuro[3,4-f]quinazolin-6-yl)thieno[3,2-c]pyridine-3-carbonitrile NC1=C(C=2C(=NC=C(C2S1)F)C=1C2=C(C=3C=NC(=NC3C1F)N1CC3(CC1)CN(CC3)C)COC2)C#N